9-Benzyl-N3,N3,N6,N6-tetraphenyl-9H-carbazole-3,6-diamine C(C1=CC=CC=C1)N1C2=CC=C(C=C2C=2C=C(C=CC12)N(C1=CC=CC=C1)C1=CC=CC=C1)N(C1=CC=CC=C1)C1=CC=CC=C1